5-bromo-3-ethyl-1H-pyrrolo[2,3-b]pyridine BrC=1C=C2C(=NC1)NC=C2CC